FC(CN1C(=NC2=C1C=C(C=C2)C=2C(=CN1N=C(N=C(C12)OC)NC1CCC2(COC2)CC1)F)C)F 5-(1-(2,2-difluoroethyl)-2-methyl-1H-benzo[d]imidazol-6-yl)-6-fluoro-4-methoxy-N-(2-oxaspiro[3.5]nonan-7-yl)pyrrolo[2,1-f][1,2,4]triazin-2-amine